((S)-4-propenoyl-2-methylpiperazin-1-yl)-6-fluoro-7-(2-fluoro-6-hydroxyphenyl)-1-(4-methyl-2-(methylsulfonyl)pyridin-3-yl)pyrido[2,3-d]pyrimidin-2(1H)-one C(C=C)(=O)N1C[C@@H](N(CC1)C=1C2=C(N(C(N1)=O)C=1C(=NC=CC1C)S(=O)(=O)C)N=C(C(=C2)F)C2=C(C=CC=C2O)F)C